1-(4-cyclopropylpyridine-2-yl)-5-(trifluoromethyl)-1H-pyrazole-4-carboxylic acid C1(CC1)C1=CC(=NC=C1)N1N=CC(=C1C(F)(F)F)C(=O)O